(1S,2S,3S)-2-ethyl-N-[6-[(3S,4S)-4-(4-fluoro-3-methyl-tetrahydrofuran-3-yl)piperazin-1-yl]-7-methyl-3-isoquinolinyl]-3-(1-methylpyrazol-4-yl)cyclopropanecarboxamide C(C)[C@@H]1[C@@H]([C@H]1C=1C=NN(C1)C)C(=O)NC=1N=CC2=CC(=C(C=C2C1)N1CCN(CC1)[C@]1(COC[C@H]1F)C)C